4-pentylbenzene-1-sulfonyl chloride C(CCCC)C1=CC=C(C=C1)S(=O)(=O)Cl